nitrogen bis-phosphine P.P.[N]